(S)-1-(2-((S)-3-((7-Chlorochinolin-4-yl)oxy)pyrrolidin-1-yl)acetyl)-4,4-difluoropyrrolidin-2-carbonitril ClC1=CC=C2C(=CC=NC2=C1)O[C@@H]1CN(CC1)CC(=O)N1[C@@H](CC(C1)(F)F)C#N